ClC=1C(=NC=C(C1)F)C(=O)NC1(CCN(CC1)C1=NC=C(C=C1)C=1C=2N(C=C(C1)OCC)N=CC2C#N)CN2CCN(CC2)CC 3-chloro-N-(1-(5-(3-cyano-6-ethoxypyrazolo[1,5-a]pyridin-4-yl)pyridin-2-yl)-4-((4-ethylpiperazin-1-yl)methyl)piperidin-4-yl)-5-fluoropicolinamide